(R)-3-chloro-5-fluoro-4-(6-((6-(3-hydroxypiperidin-1-yl)pyrimidin-4-yl)amino)-1H-pyrazolo[4,3-c]pyridin-1-yl)benzonitrile ClC=1C=C(C#N)C=C(C1N1N=CC=2C=NC(=CC21)NC2=NC=NC(=C2)N2C[C@@H](CCC2)O)F